2-hydroxy-6-(2-hydroxy-chloroanilino)purine OC1=NC(=C2NC=NC2=N1)N(C1=C(C=CC=C1)O)Cl